FC(C1=NN=C2N1CCN(C2)C=2N=CC(=NC2)CNC=2C=1C=CN=C(C1C=CC2)N)(F)F N5-((5-(3-(trifluoromethyl)-5,6-dihydro-[1,2,4]triazolo[4,3-a]pyrazin-7(8H)-yl)pyrazin-2-yl)methyl)isoquinoline-1,5-diamine